C(C1=CC=CC=C1)C1=C(C(C(C=C1)=[N+]=[N-])CC1=CC=CC=C1)CC1=CC=CC=C1 tri-benzyl-diazobenzene